2-methyl-1-((4-(6-(trifluoromethyl)pyridin-2-yl)-6-((2-(trifluoromethyl)pyridin-4-yl)amino)-1,3,5-triazin-2-yl)amino)propan-1,1-d2-2-ol CC(C([2H])([2H])NC1=NC(=NC(=N1)C1=NC(=CC=C1)C(F)(F)F)NC1=CC(=NC=C1)C(F)(F)F)(C)O